2-(7-((2S,5R)-2,5-diethyl-4-(1-(1-ethyl-5-(trifluoromethyl)-1H-pyrazol-4-yl)ethyl)piperazin-1-yl)-4-methyl-5-oxo-4,5-dihydro-2H-pyrazolo[4,3-b]pyridin-2-yl)acetonitrile C(C)[C@@H]1N(C[C@H](N(C1)C(C)C=1C=NN(C1C(F)(F)F)CC)CC)C=1C=2C(N(C(C1)=O)C)=CN(N2)CC#N